N1C=C(C2=CC=CC=C12)C=1C2=C(N=C(N1)NC=1C=C(C(=CC1)N(C)CCN(C)C)N)NC=C2 N4-(4-(1H-indol-3-yl)-7H-pyrrolo[2,3-d]pyrimidin-2-yl)-N1-(2-(dimethylamino)ethyl)-N1-methylbenzene-1,2,4-triamine